ClC1=NC(C=2N(C3=C1C(=C(S3)C)C)C(=NN2)C)C 4-chloro-2,3,6,9-tetramethyl-6H-thieno[3,2-f][1,2,4]triazolo[4,3-a][1,4]diazepine